3-{[(4-bromophenyl)carbonyl]amino}-4-[4-(5-chloro-2-methylphenyl)piperazin-1-yl]benzoic acid BrC1=CC=C(C=C1)C(=O)NC=1C=C(C(=O)O)C=CC1N1CCN(CC1)C1=C(C=CC(=C1)Cl)C